FC=1C(=CC(=C(C(=O)N)C1)O[C@H](C(F)(F)F)C)N1N=C2OCCCN2C1=O 5-fluoro-4-(3-oxo-6,7-dihydro-5H-[1,2,4]triazolo[3,4-b][1,3]oxazin-2(3H)-yl)-2-{[(2S)-1,1,1-trifluoropropan-2-yl]oxy}benzamide